FC1=CC(=CC=2N(C=NC21)C(C)C)C2=CC(=NC=C2C)NC(=O)[C@@H]2C[C@@H](CCC2)NC(=O)N2CCN(CC2)C N-((1R,3S)-3-((4-(4-fluoro-1-isopropyl-1H-benzo[d]imidazol-6-yl)-5-methylpyridin-2-yl)carbamoyl)cyclohexyl)-4-methylpiperazine-1-carboxamide